(3aR,5aS,9aS,9bR)-3a,6,6,9a-tetramethyl-1,4,5,5a,7,8,9,9b-octahydrobenzo[e][1]benzofuran-2-one C[C@@]12[C@H](CC(O1)=O)[C@@]1([C@@H](CC2)C(CCC1)(C)C)C